N1C(=NC2=C1C=CC=C2)CCNCCC=2SC(=C(N2)C(=O)NCC2=NC=CC=C2)Cl 2-(2-{[2-(1H-1,3-Benzodiazol-2-yl)ethyl]amino}ethyl)-5-chloro-N-(pyridin-2-ylmethyl)-1,3-thiazole-4-carboxamide